1-[2-bromo-5-(hydroxymethyl)phenyl]ethanol BrC1=C(C=C(C=C1)CO)C(C)O